5-(2-(4-(4-fluoro-2-methyl-1H-indol-5-yloxy)-6-methoxy-quinolin-7-yloxy)ethyl)-5-azaspiro[2.4]-heptan-7-ol FC1=C2C=C(NC2=CC=C1OC1=CC=NC2=CC(=C(C=C12)OC)OCCN1CC2(CC2)C(C1)O)C